xylidinic acid NC1=C(C(=CC=C1)C)C(=O)O